2-allyl-6-[4-(3,9-diazaspiro[5.5]undecan-3-yl)anilino]-1-[(7R)-7-ethyl-7-hydroxy-5,6-dihydrocyclopenta[b]pyridin-2-yl]pyrazolo[3,4-d]pyrimidin-3-one C(C=C)N1N(C2=NC(=NC=C2C1=O)NC1=CC=C(C=C1)N1CCC2(CC1)CCNCC2)C2=CC=C1C(=N2)[C@@](CC1)(O)CC